C(C1=CC=CC=C1)N1CC=2C=NC3N(C2CC1)CCN3CC3CC3 7-Benzyl-3-cyclopropylmethyl-2,3,6,7,8,9-hexahydroimidazo[1,2-a]pyrido[3,4-e]pyrimidine